C(CCCCCCCCCC)C(CCCCCCCCCCC(=O)O)(CCCCCCCCCCC)CCCCCCCCCCC.C(CCCCCCCCCCC)(=O)O.C(CCCCCCCCCCCCCCCCCCCCCCCCCCCCC)O triacontanol laurate Triundecyl-laurate